OC(C)(C)C1=CC=C(C=C1)C=1C=C2C(=CNC2=CC1)NC(=O)NC1=CC=C(C=C1)C(F)(F)F 1-(5-(4-(2-hydroxypropan-2-yl)phenyl)-1H-indol-3-yl)-3-(4-(trifluoromethyl)phenyl)urea